4-amino-1-(2-methoxy-3-pyridyl)-7-tetrahydropyran-2-yl-pyrido[2,3-d]pyrimidin-2-one NC=1C2=C(N(C(N1)=O)C=1C(=NC=CC1)OC)N=C(C=C2)C2OCCCC2